ClC1=CC(=C(C=C1)[C@H](C)OC1=CC=NN1C1CCN(CC1)C(=O)OC(C)(C)C)F tert-butyl 4-[5-[(1S)-1-(4-chloro-2-fluoro-phenyl)ethoxy]pyrazol-1-yl]piperidine-1-carboxylate